O1C(OCC1)C=1C=C(C=CC1C(=O)OC)N1CCC2(CNC2)CC1 7-(3-(1,3-dioxolane-2-yl)-4-(methoxycarbonyl)phenyl)-2,7-diazaspiro[3.5]nonane